(3-(Ethoxycarbonyl)-1-ethyl-1H-pyrazol-5-yl)boronic acid C(C)OC(=O)C1=NN(C(=C1)B(O)O)CC